(R)-1-((benzyloxy)carbonyl)pyrrolidine C(C1=CC=CC=C1)OC(=O)N1CCCC1